COC=1C=C(C=CC1)NC([C@@H](C)N(C=1C2=C(N=C(N1)C=1N=CN(C1)C)CCC2)C)=O (2R)-N-(3-methoxyphenyl)-2-{methyl[2-(1-methyl-1H-imidazol-4-yl)-5H,6H,7H-cyclopenta[d]pyrimidin-4-yl]amino}propanamide